4,6,8,10-tetramethyltridecanol CC(CCCO)CC(CC(CC(CCC)C)C)C